[F-].[F-].C[SiH](C)[Zr+2](C1C(=CC2=CC=CC=C12)CCC)C1C(=CC2=CC=CC=C12)CCC dimethylsilyl-bis(propylindenyl)zirconium difluoride